ClC=1C=CC=C2C(NC(=NC12)C=1C=NC(=CC1)N1CCCC1)C(=O)O 8-chloro-2-(6-pyrrolidin-1-yl-3-pyridyl)-3,4-dihydroquinazoline-4-carboxylic acid